Dibenzyltin Diacrylate C(C=C)(=O)[O-].C(C=C)(=O)[O-].C(C1=CC=CC=C1)[Sn+2]CC1=CC=CC=C1